t-Butyl-4-(((((S)-1-methoxy-4-methyl-1-oxopentan-2-yl)carbamoyl)oxy) (phenyl)methyl)piperidine-1-carboxylate C(C)(C)(C)OC(=O)N1CCC(CC1)C(C1=CC=CC=C1)OC(N[C@H](C(=O)OC)CC(C)C)=O